3,4-Dimethyl-1H-pyrazole phosphate P(=O)(O)(O)O.CC1=NNC=C1C